5-((3aS,4S,6aR)-2-oxooctahydrocyclopenta[d]imidazol-4-yl)pentanamide O=C1N[C@@H]2[C@H](N1)CC[C@@H]2CCCCC(=O)N